ClC1=C(C=CC=C1)[C@@H](C)OC(=O)NC=1C(=NOC1C1=CC=C(C(=N1)C)OC1CC(CCC1)C(=O)O)C 3-((6-(4-((((R)-1-(2-chlorophenyl)ethoxy)carbonyl)amino)-3-methylisoxazol-5-yl)-2-methylpyridin-3-yl)oxy)cyclohexane-1-carboxylic acid